(2E)-2-methyl-2-hexenoic acid methyl ester COC(\C(=C\CCC)\C)=O